ClC1=C(C=CC(=C1)CNC1CCC(CC1)(C)O)N1N=CC(=C1)C1=NC(=NC=C1C#N)NC1CCN(CC1)S(=O)(=O)C1CC1 4-(1-(2-Chloro-4-((((1s,4s)-4-hydroxy-4-methylcyclohexyl)amino)methyl)phenyl)-1H-pyrazol-4-yl)-2-((1-(cyclopropylsulfonyl)piperidin-4-yl)amino)pyrimidine-5-carbonitrile